3-fluoro-4-((1S,5R)-1-(5-(4-methylpiperazin-1-yl)-1,3,4-oxadiazol-2-yl)-5-(trifluoromethyl)-3-azabicyclo[3.1.0]hexan-3-yl)pyrazolo[1,5-a]pyridine-7-carbonitrile FC=1C=NN2C1C(=CC=C2C#N)N2C[C@@]1(C[C@@]1(C2)C(F)(F)F)C=2OC(=NN2)N2CCN(CC2)C